1,1'-binaphthyl nickel dichloride [Ni](Cl)Cl.C1(=CC=CC2=CC=CC=C12)C1=CC=CC2=CC=CC=C12